4-pyrrolidinyl-2-(2-(2,6-diethylbenzamido)pyrrolidinyl)pyridine N1(CCCC1)C1=CC(=NC=C1)N1C(CCC1)NC(C1=C(C=CC=C1CC)CC)=O